10-(6-bromohexyl)-10H-phenothiazine BrCCCCCCN1C2=CC=CC=C2SC=2C=CC=CC12